BrC1=C(N=C2N(C1=O)C=CC=C2C2=CC(=C(C=C2)C(=O)N2C[C@@H](OCC2)C)F)C(F)(F)F 3-bromo-9-(3-fluoro-4-(((2S)-2-methylmorpholin-4-yl)carbonyl)phenyl)-2-(trifluoromethyl)-4H-pyrido[1,2-a]pyrimidin-4-one